C1=CC=CC=2C3=CC=CC=C3C(C12)COC(NCCCOCCOCCOCCCNC(CCC)=O)=O 1-(9H-fluoren-9-yl)-3,19-dioxo-2,8,11,14-tetraoxa-4,18-diaza-docosane